2-amino-1-phenyl-1,3-propanediol benzoate benzenesulfonate C1(=CC=CC=C1)S(=O)(=O)OCC(C(OC(C1=CC=CC=C1)=O)C1=CC=CC=C1)N